C(CCCCCCCCCCCCC)(=O)OC(CCCCCCCCCCCC)CCCCCCCCC undecyl-2-undecyl myristate